C(C)C1=CC(=C(C2=CC=CC=C12)O)CCC(=O)O 3-(4-Ethyl-1-hydroxynaphthalen-2-yl)propionic acid